N-(4-amino-cis-cyclohexyl)-3-(4-hexyloxy)phenyl-N-methylacrylamide N[C@H]1CC[C@H](CC1)N(C(C(=C)C1=CC(=CC=C1)OC(CCC)CC)=O)C